2-(2-(6-((cis)-2,6-dimethylmorpholino)pyridin-2-yl)-1,6-naphthyridin-7-yl)-N-(4-(methylsulfonyl)phenyl)acetamide C[C@@H]1O[C@@H](CN(C1)C1=CC=CC(=N1)C1=NC2=CC(=NC=C2C=C1)CC(=O)NC1=CC=C(C=C1)S(=O)(=O)C)C